FC1=CC=C(C=C1)C(N1C[C@H](N(CC1)C1=CC(N(C=2C=CC(=NC12)C#N)C)=O)C)C1=CC=C(C=C1)F (R)-8-(4-(Bis(4-fluorophenyl)methyl)-2-methylpiperazin-1-yl)-5-methyl-6-oxo-5,6-dihydro-1,5-naphthyridin-2-carbonitril